2-ethylhexyl (3-ethyl-oxetylmethyl) ether C(C)C=1C(OC1)COCC(CCCC)CC